N1(C=NC=C1)CO 1H-imidazol-1-yl-methanol